(3e,5z)-undec-1,3,5-triene C=C\C=C\C=C/CCCCC